(1R,9S)-9-ethyl-5-fluoro-9-hydroxy-1-(2-hydroxyethoxy)-4-methyl-2,3,12,15-tetrahydrobenzo[de]pyrano[3',4':6,7]indolizino[1,2-h]quinoline-10,13(1H,9H)-dione C(C)[C@]1(C(OCC=2C(N3CC=4C(=CC=5C6=C(CCN(C46)OCCO)C(=C(C5)F)C)C3=CC21)=O)=O)O